ClC1=C(C(=C(C=C1OC)OC)Cl)C1=CC2=C(N=C(N=C2)N[C@H]2[C@H](COC2)NC(C=C)=O)C(=N1)CC(C)(C)C N-((3R,4S)-4-((6-(2,6-dichloro-3,5-dimethoxyphenyl)-8-neopentylpyrido[3,4-d]pyrimidin-2-yl)amino)tetrahydrofuran-3-yl)acrylamide